C(C)C1=CNC2=NC=C(C=C21)C=2C=CC(=C(C2)P(C)(C)=O)NC (5-(3-ethyl-1H-pyrrolo[2,3-b]pyridin-5-yl)-2-(methylamino)phenyl)dimethylphosphine oxide